4,5-dichloromethylbenzene methyl-(3R)-3-[7-(3,4-dimethylbenzoyl)-6,8-dihydro-5H-1,7-naphthyridin-2-yl]-3-(1-ethyl-4-methyl-benzotriazol-5-yl)propanoate COC(C[C@H](C1=C(C2=C(N(N=N2)CC)C=C1)C)C1=NC=2CN(CCC2C=C1)C(C1=CC(=C(C=C1)C)C)=O)=O.ClCC1=CC=CC=C1CCl